C1(CCCCC1)C1=CC=C(C=C1)NC(C1=C(C=CC(=C1)S(=O)(=O)C)SC1=NN=NN1C)=O N-(4-cyclohexylphenyl)-5-(methylsulfonyl)-2-[(1-methyl-1H-tetrazol-5-yl)sulfanyl]benzamide